(2R,3R)-2-methyl-1-((phenyl-d5)methyl-d2)pyrrolidin-3-amine C[C@H]1N(CC[C@H]1N)C([2H])([2H])C1=C(C(=C(C(=C1[2H])[2H])[2H])[2H])[2H]